FC=1C=C(CN2CCCCC2)C=CC1 1-(3-fluorobenzyl)piperidin